O1C(=CC2=C1C=CC=C2)C2=C1N=CC(=NC1=CC(=C2)C)C(C)O 1-(5-(benzofuran-2-yl)-7-methylquinoxalin-2-yl)ethanol